CN(CCCCNC(C=C)=O)C N-[4-(dimethylamino)butyl]acrylamide